C[Si](C1=CC(=CC(=C1)Br)Br)(C)C 1-trimethylsilyl-3,5-dibromobenzene